(R)-(4-(4-(2-fluoro-3-(2-hydroxypropan-2-yl)phenyl)furo[3,2-d]pyrimidin-6-yl)phenyl)(imino)(methyl)-λ6-sulfanone FC1=C(C=CC=C1C(C)(C)O)C=1C2=C(N=CN1)C=C(O2)C2=CC=C(C=C2)[S@](=O)(C)=N